O1C[C@@H](C12CCC2)N2C[C@H](CC2)C2CC21N(CCC(C1)C(=O)N)C(=O)C1=NNC(=C1)C1=CC(=NC=C1F)OC ((R)-1-((S)-1-oxaspiro[3.3]heptan-3-yl)pyrrolidin-3-yl)-4-(5-(5-fluoro-2-methoxypyridin-4-yl)-1H-pyrazole-3-carbonyl)-4-azaspiro[2.5]octane-7-carboxamide